CN1N=CC(=C1C)C1CN(CC2=CC=CC=C12)C=O [4-(1,5-dimethylpyrazol-4-yl)-3,4-dihydro-1H-isoquinolin-2-yl]methanone